hydroxy-2-indoleacetic acid OC1=C(NC2=CC=CC=C12)CC(=O)O